[Ni].NC1=CC=C(C=C1)C1=C2NC(=C1)C=C1C=CC(=N1)C=C1C=CC(N1)=CC=1C=CC(N1)=C2 (p-aminophenyl)porphyrin nickel